CC/C=C\C[C@@H](/C=C/C=C\C=C\C=C\[C@H]([C@H](C/C=C\CCC(=O)O)O)O)O 7S,8R,17S-trihydroxydocosa-4Z,9E,11E,13Z,15E,19Z-hexaenoic acid